C(C)(C)(C)OC(=O)N1CC2(CC1C)CC=1C(=CN=C(C1)C1CC1)O2 5-cyclopropyl-5'-methyl-3H-spiro[furo[2,3-c]pyridine-2,3'-pyrrolidine]-1'-carboxylic acid tert-butyl ester